N-(3-((1S,3R)-3-fluoro-1-((4-methyl-4H-1,2,4-triazol-3-yl)methyl)cyclobutyl)-phenyl)-6-(trifluoromethyl)picolinamide FC1CC(C1)(CC1=NN=CN1C)C=1C=C(C=CC1)NC(C1=NC(=CC=C1)C(F)(F)F)=O